4-(2-((6,6-dimethyl-2,4-dioxo-3-azabicyclo[3.1.0]hexan-3-yl)methyl)thieno[3,2-b]pyridin-7-yl)-6-methyl-5-(pyrrolidin-3-ylamino)picolinonitrile CC1(C2C(N(C(C12)=O)CC1=CC2=NC=CC(=C2S1)C1=CC(=NC(=C1NC1CNCC1)C)C#N)=O)C